ClC=1C(=C(C=C(C1)C)O)C1=C2C(=C(N=N1)N[C@@H]1COC(C1)(C)C)C=NC=C2 3-chloro-2-(4-(((S)-5,5-dimethyltetrahydrofuran-3-yl)amino)pyrido[3,4-d]pyridazin-1-yl)-5-methylphenol